C(C)OC1(CSC1)C1=CC=C(C=C1)C(=O)N1CCC(CC1)C1=CC=C(C=C1)C(F)(F)F (4-(3-ethoxythietane-3-yl)phenyl)(4-(4-(trifluoromethyl)phenyl)piperidin-1-yl)methanone